F[C@@H]\1[C@@]2(CCC[C@H](C/C1=C\C1=NN=C(S1)C=1C=C3C=CN=CC3=CC1O)N2)C 6-(5-((E)-((1S,2S,5R)-2-fluoro-1-methyl-9-azabicyclo[3.3.1]nonan-3-ylidene)methyl)-1,3,4-thiadiazol-2-yl)isoquinolin-7-ol